FC1(CCC(CC1)NCCCC(C(=O)OC)C)F Methyl 5-((4,4-difluorocyclohexyl)amino)-2-methylpentanoate